(S)-tert-butyl 2-(2-(2-methoxypyridin-4-yl)-6-(3-methyl-1H-pyrrolo[2,3-b]pyridine-5-yl)-1,2,3,4-tetrahydroisoquinolin-8-yl)pyrrolidine-1-carboxylate COC1=NC=CC(=C1)N1CC2=C(C=C(C=C2CC1)C=1C=C2C(=NC1)NC=C2C)[C@H]2N(CCC2)C(=O)OC(C)(C)C